BrC=1C=C2C(=C(C1)F)C(N(C[C@]21[C@H](C1)F)CC(=O)NC1=NC=C(C=N1)F)=O 2-[(2's,4r)-6-bromo-2',8-difluoro-1-oxospiro[3H-isoquinoline-4,1'-cyclopropane]-2-yl]-N-(5-fluoropyrimidin-2-yl)acetamide